FC=1C=C(C=CC1F)C1=NC(=NC2=C1N=C(N(C2=O)C)C)N2C[C@@H](OCC2)C=2C=NN(C2)C 8-(3,4-difluorophenyl)-2,3-dimethyl-6-[(2S)-2-(1-methyl-1H-pyrazol-4-yl)morpholin-4-yl]-3H,4H-pyrimido[5,4-d][1,3]diazin-4-one